NC1=C2C(=NC=N1)N(N=C2C#CC=2C=C(C=CC2C)NC(=O)N2OCC[C@@H]2C2=CC=CC=C2)[C@@H]2CNCC2 (R)-N-(3-((4-amino-1-((S)-pyrrolidin-3-yl)-1H-pyrazolo[3,4-d]pyrimidin-3-yl)ethynyl)-4-methylphenyl)-3-phenylisoxazolidin-2-carboxamide